COCOC1CN2C(N=CC3=CC(=CC(=C23)SC1)C(F)(F)F)=O 3-(methoxymethoxy)-10-(trifluoromethyl)-3,4-dihydro-2H,6H-[1,4]thiazepino[2,3,4-ij]quinazolin-6-one